1-(3,5-dihydroxy-4-butylphenyl)-2-phenylethane OC=1C=C(C=C(C1CCCC)O)CCC1=CC=CC=C1